4-chloro-6-cyclopropoxy-3-fluoro-2-(4-iodo-1-methyl-1H-pyrazol-5-yl)benzonitrile ClC1=C(C(=C(C#N)C(=C1)OC1CC1)C1=C(C=NN1C)I)F